4,4',4'',4'''-(ethene-1,1,2,2-tetrayl)tetraphenol C(=C(C1=CC=C(C=C1)O)C1=CC=C(C=C1)O)(C1=CC=C(C=C1)O)C1=CC=C(C=C1)O